FC1(CCN(CC1)C(=O)C1C(C1)C=1C=C(C2=C(C=C(O2)CNC(OC(C)(C)C)=O)C1)C(F)(F)F)F tert-butyl (5-(2-(4,4-difluoropiperidine-1-carbonyl)cyclopropyl)-7-(trifluoromethyl)benzofuran-2-yl)methylcarbamate